2-(3-Fluoro-4-methoxyphenyl)-7-[(3aR,6aS)-5-methylhexahydropyrrolo[3,4-c]pyrrol-2(1H)-yl]-4H-pyrido[1,2-a]pyrimidin-4-one FC=1C=C(C=CC1OC)C=1N=C2N(C(C1)=O)C=C(C=C2)N2C[C@@H]1CN(C[C@@H]1C2)C